4-(3-(((2-amino-5-(2-(1-methylpiperidin-4-yl)thiazol-5-yl)pyridin-3-yl)oxy)methyl)phenyl)-2-methylbut-3-yn-2-ol NC1=NC=C(C=C1OCC=1C=C(C=CC1)C#CC(C)(O)C)C1=CN=C(S1)C1CCN(CC1)C